N1C=C(C2=CC=CC=C12)C1=NC(=NC=C1C)NC1=CC=C(C=C1)N=S1(CCN(CC1)C)=O 4-(1H-Indol-3-yl)-5-methyl-N-[4-[(4-methyl-1-oxo-1,4-thiazinan-1-ylidene)amino]-phenyl]pyrimidin-2-amine